[2-fluoro-4-(trifluoro-methyl)phenyl]methanamine FC1=C(C=CC(=C1)C(F)(F)F)CN